CCC(/C=C/C=C\\C/C=C\\C/C=C\\C/C=C\\C/C=C\\CCC(=O)O)O The molecule is a hydroxydocosahexaenoic acid that consists of 4Z,7Z,10Z,13Z,16Z,18E-docosahexaenoic acid bearing an additional 20-hydroxy substituent. It has a role as a metabolite.